1-(4-Fluoro-2-hydroxyphenyl)ethan-1-one FC1=CC(=C(C=C1)C(C)=O)O